(1R,2R,3S)-N-(7-chloro-6-(1-((3S,4S)-4-hydroxy-3-methyltetrahydrofuran-3-yl)piperidin-4-yl)isoquinolin-3-yl)-2-ethyl-3-(pyridin-2-yl)cyclopropane-1-carboxamide ClC1=C(C=C2C=C(N=CC2=C1)NC(=O)[C@@H]1[C@@H]([C@@H]1C1=NC=CC=C1)CC)C1CCN(CC1)[C@]1(COC[C@H]1O)C